1-(2-bromophenyl)-N-[4-(2,4-dioxo-1,2,3,4-tetrahydronaphtho[1,2-b][1,4]diazepine-5-yl)phenyl]methanesulfonamide BrC1=C(C=CC=C1)CS(=O)(=O)NC1=CC=C(C=C1)N1C2=C(NC(CC1=O)=O)C1=CC=CC=C1C=C2